2-(bromomethyl)-2-methyl-propane-1,3-diol BrCC(CO)(CO)C